6-(5,6-difluoro-1H-indazol-3-yl)-2-(trifluoro-methyl)pyridin-3-amine FC=1C=C2C(=NNC2=CC1F)C1=CC=C(C(=N1)C(F)(F)F)N